N,N-di(prop-2-yl)benzamide CC(C)N(C(C1=CC=CC=C1)=O)C(C)C